C(C=C)(=O)N1CC(CC1)C=1C=C(C=C2C=NC=NC12)C1=C(C=C(C(=O)NC2=NC=CC(=C2)C(F)(F)F)C=C1)Cl 4-(8-(1-propenoylpyrrolidin-3-yl)quinazolin-6-yl)-3-chloro-N-(4-(trifluoromethyl)pyridin-2-yl)benzamide